C(#N)C=1C=CC(=C(C1)C1=CC(=NC=C1C(=O)NC=1SC2=NC(=CC=C2N1)C1=CC=C(C=C1)C#N)C)OCC 4-(5-cyano-2-ethoxyphenyl)-N-(5-(4-cyanophenyl)thiazolo[5,4-b]pyridin-2-yl)-6-methylnicotinamide